methyl (R)-1-benzyl-5-bromo-1,2,3,6-tetrahydropyridine-2-carboxylate C(C1=CC=CC=C1)N1[C@H](CC=C(C1)Br)C(=O)OC